4-(tetrahydrofuran-2-yl)-2,3-dihydro-1H-pyrrolo[3,2-c]quinoline O1C(CCC1)C1=NC=2C=CC=CC2C2=C1CCN2